tert-butyl ((2S)-1-((1-((3,5-dimethoxybenzyl)amino)-2-hydroxy-1-oxopentan-3-yl)amino)-4-methyl-1-oxopentan-2-yl)carbamate COC=1C=C(CNC(C(C(CC)NC([C@H](CC(C)C)NC(OC(C)(C)C)=O)=O)O)=O)C=C(C1)OC